NC1=NC=CC(=C1)S(=O)(=O)NC1=CC=C(C=C1)Cl 2-amino-N-(4-chlorophenyl)pyridine-4-sulfonamide